N-benzoyl-N-methyl-methacrylamide C(C1=CC=CC=C1)(=O)N(C(C(=C)C)=O)C